CC1=CC2=C(OCC(CO2)=O)C=C1 7-methyl-2H-1,5-benzodioxepin-3(4H)one